C(#N)C=1C(=NC(=CN1)N1C[C@@H](CCC1)N1C(N(CC1)C)=O)NC1=CC=C(C=C1)N1CCC2(CN(C2)C(=O)OC(C)(C)C)CC1 tert-butyl 7-[4-({3-cyano-6-[(3R)-3-(3-methyl-2-oxoimidazolidin-1-yl) piperidin-1-yl] pyrazin-2-yl} amino) phenyl]-2,7-diazaspiro[3.5]nonane-2-carboxylate